NC=1C2=C(N=CN1)N(C(=C2C2=CC=C(C=C2)C(=O)N2C[C@H](CC2)OC)C2=CC=C(C=C2)NC(C(=C)C)=O)C (S)-N-(4-(4-amino-5-(4-(3-methoxypyrrolidine-1-carbonyl)phenyl)-7-methyl-7H-pyrrolo[2,3-d]pyrimidin-6-yl)phenyl)methacrylamide